BrC=1C=C(C=CC1)S(=O)(=N[Si](C)(C)C(C)(C)C)N(C(OC(C)(C)C)=O)C(=O)OC(C)(C)C tert-butyl (3-bromo-N-(tert-butyldimethylsilyl)phenylsulfonimidoyl)(tert-butoxycarbonyl)carbamate